C(C1=CC=CC=C1)OC(NC12CCC(CC1)(CC2)C=O)=O (4-Formylbicyclo[2.2.2]octan-1-yl)carbamic acid benzyl ester